C(C)(=O)O[C@@]1(CC[C@H]2[C@@H]3CCC4=CC(CCC4=C3[C@H](C[C@]12C)C1=CC=C(C=C1)N(CC(=O)NCC(=O)O)C)=O)C(C)=O N-(4-((8S,11R,13S,14S,17R)-17-acetoxy-17-acetyl-13-methyl-3-oxo-2,3,6,7,8,11,12,13,14,15,16,17-dodecahydro-1H-cyclopenta[a]phenanthren-11-yl)phenyl)-N-methylglycylglycine